4-fluoro-1-(prop-1-en-1-yl)-2-(trifluoromethyl)benzene Tert-butyl-6-(1-methylpyrazolo[3,4-b]pyridin-5-yl)-3,4-dihydropyridine-1(2H)carboxylate C(C)(C)(C)OC(=O)N1CCCC=C1C=1C=C2C(=NC1)N(N=C2)C.FC2=CC(=C(C=C2)C=CC)C(F)(F)F